CC=1C=C(C(NN1)=O)C(=O)N 6-methyl-3-oxo-2,3-dihydropyridazine-4-carboxamide